1,4-bis[2-(4-chloro-3-fluorophenoxy)acetamido]bicyclo[2.2.2]octan-2-yl 5-[(di-tert-butoxyphosphoryl)oxy]pentanoate C(C)(C)(C)OP(=O)(OC(C)(C)C)OCCCCC(=O)OC1C2(CCC(C1)(CC2)NC(COC2=CC(=C(C=C2)Cl)F)=O)NC(COC2=CC(=C(C=C2)Cl)F)=O